C(C=C)(=O)N1C[C@@H](CC1)C1=CN(C=2C(=NNC(C21)=O)N)C2=CC=C(C=C2)OC2=CC=C(C=C2)F (S)-3-(1-Acryloylpyrrolidin-3-yl)-7-amino-1-(4-(4-fluorophenoxy)phenyl)-1,5-dihydro-4H-pyrrolo[2,3-d]pyridazin-4-on